α-(benzenesulfonyloxyimino)-4-methoxyphenylacetonitrile C1(=CC=CC=C1)S(=O)(=O)ON=C(C#N)C1=CC=C(C=C1)OC